C1(CC1)OC1=C(C=C(C=C1)C1=C(N=C(N1)N)C1=CC(=NC=C1)C)F 5-(4-Cyclopropoxy-3-fluorophenyl)-4-(2-methylpyridin-4-yl)-1H-imidazol-2-amine